3-bromomethyl-3-azidomethyl-oxetane BrCC1(COC1)CN=[N+]=[N-]